tert-butyl (R)-(1-(2-chloro-5-(1-(difluoromethyl)-1H-pyrazol-4-yl)pyridin-4-yl)piperidin-3-yl)(methyl)carbamate ClC1=NC=C(C(=C1)N1C[C@@H](CCC1)N(C(OC(C)(C)C)=O)C)C=1C=NN(C1)C(F)F